N-(5-amino-6-methylpyridin-3-yl)-2,3-dihydrobenzo[b][1,4]dioxine-6-carboxamide NC=1C=C(C=NC1C)NC(=O)C1=CC2=C(OCCO2)C=C1